N-(4-(5-(difluoromethyl)-1,3,4-oxadiazol-2-yl)benzyl)-N-(2-methylisoindolin-5-yl)methanesulfonamide FC(C1=NN=C(O1)C1=CC=C(CN(S(=O)(=O)C)C=2C=C3CN(CC3=CC2)C)C=C1)F